O[C@@H]([C@H](C1=CC=CC=C1)C1=C(N=C2N1C=CN=C2)C(=O)N)C2=CC=CC=C2 ((1r,2s)-2-hydroxy-1,2-diphenylethyl)imidazo[1,2-a]pyrazine-2-carboxamide